C(C)(C)(C)O[C@H](C(=O)OCC)C1=C(C2=C(N=C(S2)C=2C=C3C(=NC2)N(C=C3C=3CCN(CC3)C)C)C=C1C)C1=CC=C(C=C1)Cl ethyl (S)-2-(tert-butoxy)-2-(7-(4-chlorophenyl)-5-methyl-2-(1-methyl-3-(1-methyl-1,2,3,6-tetrahydropyridin-4-yl)-1H-pyrrolo[2,3-b]pyridin-5-yl)benzo[d]thiazol-6-yl)acetate